4-ethyl-N-(2-hydroxy-3-(piperidin-1-yl)propoxy)piperidine C(C)C1CCN(CC1)OCC(CN1CCCCC1)O